COC1=C(C=O)C=CC=C1C(F)(F)F 2-methoxy-3-(trifluoromethyl)benzaldehyde